Cl(=O)(=O)(=O)O.C(C)N1CC=CC=C1 N-ethylpyridine perchlorate salt